1-(2-chlorophenyl)-1H-pyrrole-2,5-dione ClC1=C(C=CC=C1)N1C(C=CC1=O)=O